1-isopropyl-3-[(3s,5s)-1-methyl-5-[3-(2-naphthyl)-1,2,4-oxadiazol-5-yl]pyrrolidin-3-yl]urea C(C)(C)NC(=O)N[C@@H]1CN([C@@H](C1)C1=NC(=NO1)C1=CC2=CC=CC=C2C=C1)C